C(C)C(CN)(CC(C)(N)CC)CC 2,2,4-triethylpentane-1,4-diamine